C1(=CCCCC1)C=1C=CC=C2CN(C(C12)=O)C=1C=CC=C2C(=CNC12)C1=NC(=NC=C1C)NC1=NN(C(=C1)C)C 7-(cyclohex-1-en-1-yl)-2-(3-(2-((1,5-dimethyl-1H-pyrazol-3-yl)amino)-5-methylpyrimidin-4-yl)-1H-indol-7-yl)isoindolin-1-one